5,5-Dimethylcyclohexane-1,3-dione CC1(CC(CC(C1)=O)=O)C